3-fluoro-N-(7-(hydroxyamino)-7-oxoheptyl)-4-(3-(4-(trifluoromethoxy)phenyl)ureido)benzamide disodium [Na].[Na].FC=1C=C(C(=O)NCCCCCCC(=O)NO)C=CC1NC(=O)NC1=CC=C(C=C1)OC(F)(F)F